tetradecane-1,14-dicarboxylic acid C(CCCCCCCCCCCCCC(=O)O)C(=O)O